FC1=C(CN2N=C(N=C2N)NC2=NC=CC=C2)C(=CC=C1)F 1-(2,6-difluorobenzyl)-N3-(pyridin-2-yl)-1H-1,2,4-triazole-3,5-diamine